tri-tert-butyl (5S,12S,16S)-5-[(4-tert-butoxyphenyl)methyl]-3,6,14-trioxo-1-phenyl-2-oxa-4,7,13,15-tetraazaoctadecane-12,16,18-tricarboxylate C(C)(C)(C)OC1=CC=C(C=C1)C[C@H](NC(OCC1=CC=CC=C1)=O)C(NCCCC[C@H](NC(N[C@@H](CCC(=O)OC(C)(C)C)C(=O)OC(C)(C)C)=O)C(=O)OC(C)(C)C)=O